6-{[(1R)-1-(4-chlorophenyl)-7-fluoro-5-(2-hydroxybutan-2-yl)-1-{[1-(hydroxymethyl)cyclopropyl]-methoxy}-3-oxo-2,3-dihydro-1H-isoindol-2-yl]methyl}pyridine-3-carbonitrile ClC1=CC=C(C=C1)[C@@]1(N(C(C2=CC(=CC(=C12)F)C(C)(CC)O)=O)CC1=CC=C(C=N1)C#N)OCC1(CC1)CO